ClC1=NC=C(C(=C1)C1=C(C=NC(=C1)C)C(=O)NC=1SC2=C(N1)CN(C2)S(=O)(=O)C2=NC=CC=C2)OC 2'-chloro-5'-methoxy-6-methyl-N-(5-(pyridin-2-ylsulfonyl)-5,6-dihydro-4H-pyrrolo[3,4-d]thiazol-2-yl)-[4,4'-bipyridine]-3-carboxamide